(+)-cis-pinane C12C(CCC(C1(C)C)C2)C